N-{(2S,3R)-2-[([1,1'-biphenyl]-3-yl)methyl]-4,4-difluoro-1-[(2R)-oxolane-2-carbonyl]pyrrolidin-3-yl}methanesulfonamide C1(=CC(=CC=C1)C[C@@H]1N(CC([C@@H]1NS(=O)(=O)C)(F)F)C(=O)[C@@H]1OCCC1)C1=CC=CC=C1